[Na].[Na].BrC=1C=C(C=CC1C)C=1NC(=NN1)C=1C=CC(=NC1)C(F)(F)F 5-(5-(3-bromo-4-methylphenyl)-4H-1,2,4-triazol-3-yl)-2-(trifluoromethyl)pyridine disodium